C(C)(C)(C)N(N=CC1=CC=C(C=C1)OCC1=COC2=C(C1=O)C=CC=C2)C(C2=CC=CC=C2)=O tert-butyl-N'-(4-((4-oxo-4H-benzopyran-3-yl)methoxy)benzylidene)benzoyl-hydrazine